O1CCOC12CCC(CC2)C=2C=C(N(C)[C@H]1C(NC(CC1)=O)=O)C=CC2 (3R)-3-[3-(1,4-dioxaspiro[4.5]decan-8-yl)-N-methyl-anilino]piperidine-2,6-dione